NC=1C=2N(C(=C(N1)C1=CC=C(C=C1)F)C=1C=CC=3N(C1)C(=CN3)C)C=C(N2)C(=O)NC23CC(C2)(C3)CN3CCOCC3 8-amino-6-(4-fluorophenyl)-5-{3-methylimidazo[1,2-a]pyridin-6-yl}-N-{3-[(morpholin-4-yl)methyl]bicyclo[1.1.1]pentan-1-yl}imidazo[1,2-a]pyrazine-2-carboxamide